N1=C(N=CN=C1)C1=CC=C(N)C=C1 4-(1,3,5-triazin-2-yl)aniline